CC1=C(C=2N(C=C1C1=C(C=3C(=CN=C(C3C)N3CCN(CC3)CC(=O)N)N1)C(C)C)N=CN2)C 2-(4-(2-(7,8-dimethyl-[1,2,4]triazolo[1,5-a]pyridin-6-yl)-3-isopropyl-4-methyl-1H-pyrrolo[2,3-c]pyridin-5-yl)piperazin-1-yl)acetamide